N5-ethyl-N2-methyl-3-(1-(o-tolyl)ethoxy)-1H-pyrrole-2,5-dicarboxamide C(C)NC(=O)C1=CC(=C(N1)C(=O)NC)OC(C)C1=C(C=CC=C1)C